5-(hydroxymethyl)-6-nitro-1-[(1S)-1-[3-(trifluoromethoxy)phenyl]ethyl]quinoxalin-2-one OCC1=C2N=CC(N(C2=CC=C1[N+](=O)[O-])[C@@H](C)C1=CC(=CC=C1)OC(F)(F)F)=O